C(C)(C)(C)OC(=O)NCCCCCC(=O)O 6-((tert-butoxycarbonyl)amino)caproic acid